racemic-3-cyclohexene-1-carboxylic acid [C@@H]1(CC=CCC1)C(=O)O |r|